M-chlorophenyl-propanone ClC=1C=C(C=CC1)CC(C)=O